1,2-dihydroxybenzenediglycidyl ether OC12C(C=CC=C1)(C1C(COCC3C2O3)O1)O